C1(CCCCC1)C=1N(C2=NC(=NC(=C2N1)N1CCOCC1)N1N=CC=C1)C 4-(8-cyclohexyl-9-methyl-2-(1H-pyrazol-1-yl)-9H-purin-6-yl)morpholine